OC(C(=O)N1[C@@H](CN[C@H](C1)C)CO)(C)C 2-hydroxy-1-((2S,5S)-2-(hydroxymethyl)-5-methylpiperazin-1-yl)-2-methylpropan-1-one